3-(2-(5-(1-(3,5-Difluorophenyl)ethoxy)-1H-Indazol-3-yl)-4,6-Dihydropyrrolo[3,4-d]imidazol-5(1H)-yl)-N,N-Dimethylcyclohexan-1-Amin FC=1C=C(C=C(C1)F)C(C)OC=1C=C2C(=NNC2=CC1)C1=NC2=C(N1)CN(C2)C2CC(CCC2)N(C)C